Cl.ClC=1C=C(C=CC1CC)N1CCN(CC1)CCCN1N=C2N(C=CC=C2)C1=O 2-[3-[4-(3-chloro-4-ethylphenyl)piperazin-1-yl]propyl][1,2,4]triazolo[4,3-a]pyridin-3(2H)-one hydrochloride